methyl 9-(pyridin-2-yl)-6-oxaspiro[4.5]dec-8-ene-8-carboxylate N1=C(C=CC=C1)C1=C(COC2(CCCC2)C1)C(=O)OC